[Pt].CC1C(=C(CCCC=C1)C)C (trimethyl)(1,4-cyclooctadiene) platinum